2,2-dihydroxy-4-(3-methacryloyloxy-2-hydroxypropoxy)benzophenone OC1(C(C(=O)C2=CC=CC=C2)C=CC(=C1)OCC(COC(C(=C)C)=O)O)O